6-chloro-4-[[3-(3-hydroxy-3-methyl-butyl)-1-methyl-2-oxo-benzimidazol-5-yl]amino]pyridine-3-carbonitrile ClC1=CC(=C(C=N1)C#N)NC1=CC2=C(N(C(N2CCC(C)(C)O)=O)C)C=C1